OC1CN(CCC1)CC1(COCCC1)CNC(=O)C1=CC2=C(S1)CCCCCC2 N-({3-[(3-hydroxypiperidin-1-yl)methyl]oxacyclohexan-3-yl}methyl)-4H,5H,6H,7H,8H,9H-cycloocta[b]thiophene-2-carboxamide